[F-].[F-].C[SiH](C)[Zr+2](C1C=CC2=CC=CC=C12)C1C=CC2=CC=CC=C12 dimethylsilyl-bis(indenyl)zirconium difluoride